(2,5-di(9H-carbazol-9-yl)phenyl)boronic acid C1=CC=CC=2C3=CC=CC=C3N(C12)C1=C(C=C(C=C1)N1C2=CC=CC=C2C=2C=CC=CC12)B(O)O